ethyl 5-((2-methoxybenzyl)amino)-8-phenylimidazo[1,5-c]pyrimidine-1-carboxylate COC1=C(CNC2=NC=C(C=3N2C=NC3C(=O)OCC)C3=CC=CC=C3)C=CC=C1